3-[4-[4-[4-(5-chlorooxazolo[4,5-b]pyridin-2-yl)piperazine-1-carbonyl]phenyl]triazol-1-yl]-2,2-dimethyl-propanenitrile ClC1=CC=C2C(=N1)N=C(O2)N2CCN(CC2)C(=O)C2=CC=C(C=C2)C=2N=NN(C2)CC(C#N)(C)C